C1(CC1)COC1=NC=C(C(=N1)NC1=CC=C(C=C1)OC(F)F)N 2-(cyclopropyl-methoxy)-N4-(4-(Difluoromethoxy)phenyl)pyrimidine-4,5-diamine